O=C1NC(CC[C@@H]1N1C(C2=CC=CC(=C2C1=O)O[C@H](C(=O)O)C)=O)=O (s)-2-((2-((s)-2,6-dioxopiperidin-3-yl)-1,3-dioxoisoindolin-4-yl)oxy)propanoic acid